(6-(trifluoromethyl)pyridine-3-yl)benzamide FC(C1=CC=C(C=N1)C1=C(C(=O)N)C=CC=C1)(F)F